2,2-dimethoxyacetophenone COC(C(=O)C1=CC=CC=C1)OC